propyl butyrate (propyl butyrate) C(CC)C(C(=O)O)CC.C(CCC)(=O)OCCC